N1C[C@H](CCC1)C1=CC=C(C=C1)NC(C1=CN=C(C=C1)OCC(F)(F)F)=O (R)-N-(4-(Piperidin-3-yl)-phenyl)-6-(2,2,2-trifluoroethoxy)-nicotinamid